[Al].CC=1C=C(C=CC1C)O (3,4-dimethylphenol) Aluminum